1-(5-(3-cyano-4-isopropoxyphenyl)-1,2,4-oxadiazol-3-yl)-1,2,3,4-tetrahydroquinoline C(#N)C=1C=C(C=CC1OC(C)C)C1=NC(=NO1)N1CCCC2=CC=CC=C12